O[C@]1([C@@H](CNC1)NC([O-])=O)C [(3R,4R)-4-hydroxy-4-methyl-pyrrolidin-3-yl]carbamate